6-chloro-1H-1,3-benzimidazol ClC=1C=CC2=C(NC=N2)C1